2-(3-fluorophenyl)-9-(1-((2-iodophenyl)amino)ethyl)-3,7-dimethyl-4H-pyrido[1,2-a]pyrimidin-4-one FC=1C=C(C=CC1)C=1N=C2N(C(C1C)=O)C=C(C=C2C(C)NC2=C(C=CC=C2)I)C